(2-((1R,3R)-3-methoxycyclopentyl)quinolin-6-yl)methanol CO[C@H]1C[C@@H](CC1)C1=NC2=CC=C(C=C2C=C1)CO